5-((5,6-bis(benzyloxy)pyrimidin-4-yl)methyl)-3-(4-iodophenyl)-4,5-diHydroisoxazole C(C1=CC=CC=C1)OC=1C(=NC=NC1OCC1=CC=CC=C1)CC1CC(=NO1)C1=CC=C(C=C1)I